FC=1C=C(C=CC1F)C=1C=C(C=NC1)OC=1C=CC(=C(C#N)C1)OC1=NC=C(C=C1)S(=O)(=O)C 5-((5-(3,4-difluorophenyl)pyridin-3-yl)oxy)-2-((5-(methylsulfonyl)pyridin-2-yl)oxy)benzonitrile